C(C)(C)(C)OC(=O)N[C@H](/C=C/C(=O)OCC1=CC=CC=C1)C[C@H]1C(NCC1)=O benzyl (S,E)-4-((tert-butoxycarbonyl)amino)-5-((S)-2-oxopyrrolidin-3-yl)pent-2-enoate